COC1=NC(=CC=C1NC(=O)C=1C(=NOC1C)C1=CC=CC=C1)C=1N=NNN1 N-[2-Methoxy-6-(2H-tetrazol-5-yl)-3-pyridyl]-5-methyl-3-phenyl-isoxazole-4-carboxamide